3-(4-bromo-5-((4-(6-(6-((R)-2-(3-fluorophenyl)pyrrolidin-1-yl)imidazo[1,2-b]pyridazin-3-yl)pyridin-2-yl)piperazin-1-yl)methyl)-1-oxoisoindolin-2-yl)piperidine-2,6-dione BrC1=C2CN(C(C2=CC=C1CN1CCN(CC1)C1=NC(=CC=C1)C1=CN=C2N1N=C(C=C2)N2[C@H](CCC2)C2=CC(=CC=C2)F)=O)C2C(NC(CC2)=O)=O